OC(C(=O)SCCNC(CCNC([C@@H](C(COP(OP(OC[C@@H]1[C@H]([C@H]([C@@H](O1)N1C=NC=2C(N)=NC=NC12)O)OP(=O)(O)O)(=O)O)(=O)O)(C)C)O)=O)=O)C(CO)=O 2,4-dihydroxy-3-oxobutyryl-CoA